dimethylchloro(4-vinylphenyl)silane C[Si](C1=CC=C(C=C1)C=C)(Cl)C